C1(CCCCC1)NC[Si](OCC)(OCC)OCC N-Cyclohexylaminomethyl-triethoxysilan